tert-butyl (1-(piperidin-3-yl)ethyl)carbamate N1CC(CCC1)C(C)NC(OC(C)(C)C)=O